C(=O)O.C(C)OC1=NC=CC=C1C1=NC(=C(C=C1)OC1CC2(CN(C2)C(=O)OC2CCCC2)C1)C(N[C@H]1CNCC1)=O cyclopentyl (R)-6-((2'-ethoxy-6-(pyrrolidin-3-ylcarbamoyl)-[2,3'-bipyridin]-5-yl)oxy)-2-azaspiro[3.3]heptane-2-carboxylate formate